Dimethyl 2-(2-methoxyphenoxy)maleate COC1=C(O/C(/C(=O)OC)=C/C(=O)OC)C=CC=C1